Gamma-(4-thiazolyl-methyl)-proline S1C=NC(=C1)CC1C[C@H](NC1)C(=O)O